C(C)(C)(C)OC(=O)N[C@@H]1C(N(CCCC1)CC(=O)OCC1=CC=CC=C1)=O (S)-Benzyl 2-(3-((tert-Butoxycarbonyl)amino)-2-oxoazepan-1-yl)acetate